N-(3-Aminophenyl)sulfonyl-6-tert-butyl-2-(1-phenylethoxy)pyridin-3-carboxamid NC=1C=C(C=CC1)S(=O)(=O)NC(=O)C=1C(=NC(=CC1)C(C)(C)C)OC(C)C1=CC=CC=C1